(S)-2-((S)-4,4-difluoro-3-(6-oxo-1,6-dihydropyridin-3-yl)piperidin-1-yl)-N-(5-(2-((dimethylamino)methyl)-4-fluorophenoxy)pyridin-2-yl)propanamide FC1([C@H](CN(CC1)[C@H](C(=O)NC1=NC=C(C=C1)OC1=C(C=C(C=C1)F)CN(C)C)C)C1=CNC(C=C1)=O)F